C(C(C)C)C(CC(C)C)=C(C(=O)OCC)C(=O)OCC diethyl (diisobutylmethylene)malonate